CNN(CCC)CCC methylamino-dipropylamine